((2-(3'-(7-Cyano-5-(pyrrolidin-1-ylmethyl)-1H-benzo[d]imidazol-2-yl)-2,2'-dimethyl-[1,1'-biphenyl]-3-yl)-6-(difluoromethoxy)benzo[d]oxazol-5-yl)methyl)-L-proline C(#N)C1=CC(=CC2=C1NC(=N2)C=2C(=C(C=CC2)C2=C(C(=CC=C2)C=2OC1=C(N2)C=C(C(=C1)OC(F)F)CN1[C@@H](CCC1)C(=O)O)C)C)CN1CCCC1